FC=1C=C(COC=2C=C3N(C(N2)=O)CC2N3CCN(C2)C(=O)C2(CCC2)NC(OC(C)(C)C)=O)C=CC1F tert-butyl (1-(7-((3,4-difluorobenzyl)oxy)-9-oxo-2,3,4,9,11,11a-hexahydro-1H-pyrazino[1',2':3,4]imidazo[1,2-c]pyrimidine-2-carbonyl)cyclobutyl)carbamate